4-(2-{4-[5-chloro-2-(4-chloro-1H-1,2,3-triazol-1-yl)phenyl]-5-methoxy-2-oxopyridin-1(2H)-yl}butanamido)-2-fluorobenzamide ClC=1C=CC(=C(C1)C1=CC(N(C=C1OC)C(C(=O)NC1=CC(=C(C(=O)N)C=C1)F)CC)=O)N1N=NC(=C1)Cl